triethyl-(2-ethoxyethoxy)silane tert-butyl-6-keto-2-azaspiro[3.3]heptane-2-carboxylate C(C)(C)(C)OC(=O)N1CC2(C1)CC(C2)=O.C(C)[Si](OCCOCC)(CC)CC